ClC=1C=C(C=C(C1)NS(=O)(=O)C)NC(=O)C=1SC=C(C1)C1=CC(=CC=C1)F N-(3-chloro-5-(methylsulfonamido)phenyl)-4-(3-fluorophenyl)thiophene-2-carboxamide